1-(4-(3-Amino-1H-indazol-5-yl)pyridin-2-yl)-3-cyclopentylurea NC1=NNC2=CC=C(C=C12)C1=CC(=NC=C1)NC(=O)NC1CCCC1